N(=O)CCP(C)C nitrosomethyl-trimethylphosphine